ClC=1C(=C(C=CC1)NC(=S)C1=C(CCNC1=O)NCC1=C(C=NC=C1)OC[C@@H]1CN(CCO1)C(=O)OC(C)(C)C)CC tert-butyl (2S)-2-[({4-[({5-[(3-chloro-2-ethylphenyl)carbamothioyl]-6-oxo-1,2,3,6-tetrahydropyridin-4-yl}amino)methyl]pyridin-3-yl}oxy)methyl]morpholine-4-carboxylate